2-(((R)-1-(3-cyano-7-methyl-4-oxo-2-((S)-3-(trifluoromethyl)piperidin-1-yl)-4H-pyrido[1,2-a]pyrimidin-9-yl)ethyl)amino)benzoic acid C(#N)C1=C(N=C2N(C1=O)C=C(C=C2[C@@H](C)NC2=C(C(=O)O)C=CC=C2)C)N2C[C@H](CCC2)C(F)(F)F